C(C(C)(C)C)(=O)OCOC1=C(C(=CC(=C1)CCC)O)C1=C(C=CC(=C1)C)C(=C)C ((6-hydroxy-5'-methyl-2'-(prop-1-en-2-yl)-4-propyl-[1,1'-biphenyl]-2-yl)oxy)methyl pivalate